(2,4,6-trimethylbenzoyl)phenylphosphine CC1=C(C(=O)PC2=CC=CC=C2)C(=CC(=C1)C)C